NCCOCCOCCOCCNCCCS(=O)(=O)N1CCC(CC1)NC=1N=CC2=C(N1)N(C(C=C2)=O)C2CCCC2 2-((1-((1-amino-3,6,9-trioxa-12-azapentadecan-15-yl)sulfonyl)piperidin-4-yl)amino)-8-cyclopentylpyrido[2,3-d]pyrimidin-7(8H)-one